5-amino-N2-phenyl-N7,N7-dipropyl-6H-thieno[3,2-b]azepine-2,7-dicarboxamide NC=1CC(=CC2=C(N1)C=C(S2)C(=O)NC2=CC=CC=C2)C(=O)N(CCC)CCC